1-methyl-1H-indazole-3-carboxylic acid CN1N=C(C2=CC=CC=C12)C(=O)O